Cl.Cl.BrC1=CC=C(C=C1)C=1N=C2N(C=CC=C2)C1CN1CC2CCC(C1)N2 3-{[2-(4-Bromophenyl)imidazo[1,2-a]pyridin-3-yl]-methyl}-3,8-diazabicyclo[3.2.1]octane dihydrochloride